C1(=CC=CC=C1)C=CC(C=C)=O 5-phenyl-1,4-pentadien-3-one